[1,10]phenanthrolinylalanine N1=C(C=CC2=CC=C3C=CC=NC3=C12)N[C@@H](C)C(=O)O